2-methyl-5-(4-methylthiophenyl)-pyrrol-1-yl-EthoxyPhenyl-Propionic Acid Iron Salt [Fe+2].CC=1N(C(=CC1)C=1SC=C(C1)C)CC(C(=O)[O-])(C1=CC=CC=C1)OCC.CC=1N(C(=CC1)C=1SC=C(C1)C)CC(C(=O)[O-])(OCC)C1=CC=CC=C1